tert-Butyl 4-ethyl-2,2-dimethyl-3-oxo-1-oxa-4,9-diazaspiro[5.5]undecane-9-carboxylate C(C)N1C(C(OC2(C1)CCN(CC2)C(=O)OC(C)(C)C)(C)C)=O